Ethyl 2-benzyl-3-[4-[[4-[[(4-iodophenyl)sulfonylamino]methyl]triazol-1-yl]methyl]anilino]-3-oxo-propanoate C(C1=CC=CC=C1)C(C(=O)OCC)C(=O)NC1=CC=C(C=C1)CN1N=NC(=C1)CNS(=O)(=O)C1=CC=C(C=C1)I